FC(C1=NN(C2=CC=C(C=C12)NC(OC(C)(C)C)=O)C)F tert-butyl (3-(difluoromethyl)-1-methyl-1H-indazol-5-yl)carbamate